COC1=C(C=C(C=C1)N1CCN(CC1)C(=O)OC(C)(C)C)N(C#N)CCC(=O)OC tert-Butyl 4-(4-methoxy-3-(N-(3-methoxy-3-oxopropyl)cyanamido)phenyl)piperazine-1-carboxylate